((2S,3R,4R)-4-(3,4-dimethoxybenzyl)-2-phenyltetrahydrofuran-3-yl)methanol COC=1C=C(C[C@@H]2[C@@H]([C@H](OC2)C2=CC=CC=C2)CO)C=CC1OC